Tert-butyl 1-(2-(4-(tert-butoxycarbonyl)piperazin-1-yl)ethyl)-6-chloro-3-(3-((5,6,7,8-tetrahydronaphthalen-1-yl)oxy)propyl)-7-(1,3,5-trimethyl-1H-pyrazol-4-yl)-1H-indole-2-carboxylate C(C)(C)(C)OC(=O)N1CCN(CC1)CCN1C(=C(C2=CC=C(C(=C12)C=1C(=NN(C1C)C)C)Cl)CCCOC1=CC=CC=2CCCCC12)C(=O)OC(C)(C)C